1-(diethoxyphosphorylmethyl)-4-nitro-benzene C(C)OP(=O)(OCC)CC1=CC=C(C=C1)[N+](=O)[O-]